(4-(benzyloxy)pyridine-2,6-diyl)dimethanol C(C1=CC=CC=C1)OC1=CC(=NC(=C1)CO)CO